C1(CCCCC1)C(COC)(COC)CCC(C(F)(F)F)C 2-cyclohexyl-2-(3-methyl-4,4,4-trifluorobutyl)-1,3-dimethoxypropane